pipecolyl chloride hydrochloride Cl.N1C(CCCC1)C(=O)Cl